2-ethylhexyl 3-((1-(tetrahydro-2H-pyran-2-yl)-1H-pyrazol-3-yl)thio)propanoate O1C(CCCC1)N1N=C(C=C1)SCCC(=O)OCC(CCCC)CC